5-cyanopyridin-3-yl-piperazine-1-carboxylic acid tert-butyl ester C(C)(C)(C)OC(=O)N1C(CNCC1)C=1C=NC=C(C1)C#N